C(#N)CC1(CCC(CC1)N1CC(C1)OC)N1N=C(C(=C1)C(=O)N)NC(=O)C1CC1 1-[1-(cyanomethyl)-4-(3-methoxyazetidin-1-yl)cyclohexyl]-3-(cyclopropanecarbonylamino)pyrazole-4-carboxamide